2-Methyl-4-(4-(trifluoromethyl)piperidin-1-yl)pyrrolo[1,2-a]quinoxaline-7-carboxylic acid CC=1C=C2N(C3=CC=C(C=C3N=C2N2CCC(CC2)C(F)(F)F)C(=O)O)C1